ClC1=CC=C(C=C1)[C@@H]1[C@H](C1)C(=O)N[C@H](C(=O)NC(C[C@H]1C(NCC1)=O)C(C(=O)NC1CC1)=O)CC(C)(C)C (1S,2S)-2-(4-chlorophenyl)-N-((2S)-1-((4-(cyclopropylamino)-3,4-dioxo-1-((S)-2-oxopyrrolidin-3-yl)butan-2-yl)amino)-4,4-dimethyl-1-oxopent-2-yl)cyclopropane-1-carboxamide